2,4,6,8-tetrabutyl-2,4,6,8-tetramethylcyclotetrasiloxane C(CCC)[Si]1(O[Si](O[Si](O[Si](O1)(C)CCCC)(C)CCCC)(C)CCCC)C